3-chloro-5,6-dihydro-1-(4-nitrophenyl)-2(1H)-pyridinone ClC=1C(N(CCC1)C1=CC=C(C=C1)[N+](=O)[O-])=O